C(C)(C)(C)[S@@](=O)N[C@H]1C=2N(CCC1)N=C(C2C=2C(=CC=C1C(=C(N(C21)C)C(=O)OC)CCC(=O)OC)Cl)C Methyl 7-((R)-4-(((R)-tert-butylsulfinyl)amino)-2-methyl-4,5,6,7-tetrahydropyrazolo[1,5-a]pyridin-3-yl)-6-chloro-3-(3-methoxy-3-oxopropyl)-1-methyl-1H-indole-2-carboxylate